NC1=NC=CC=C1S(=O)(=O)NC(=O)C=1C(=NC(=CC1)C1=C(C=C(C=C1)OC)OC)N1C(C[C@@H](C1)C)(C)C N-[(2-Amino-3-pyridyl)sulfonyl]-6-(2,4-dimethoxyphenyl)-2-[(4S)-2,2,4-trimethylpyrrolidin-1-yl]pyridin-3-carboxamid